5-(4-cyclopropyl-3-methyl-phenyl)-1,3,4-oxadiazol-2-ol C1(CC1)C1=C(C=C(C=C1)C1=NN=C(O1)O)C